(1-(2,6-dioxopiperidin-3-yl)-2-oxo-1,2-dihydrobenz[cd]indol-4-yl)methyl(2-fluoro-5-(trifluoromethoxy)phenyl)carbamate O=C1NC(CCC1N1C(C2=C3C(C=CC=C13)=CC(=C2)OC(N(C2=C(C=CC(=C2)OC(F)(F)F)F)C)=O)=O)=O